C(C=C)(=O)NC=1C=C(C=CC1)C=1C=C2C(=CC=NC2=CC1)NC(=O)C=1OC=CC1 N-{6-[3-(prop-2-enamido)phenyl]quinolin-4-yl}furan-2-carboxamide